Tert-Butyl N-[1,1-dimethyl-2-oxo-2-[4-[(4R,11aS)-2-(8-cyano-5-quinolyl)-4-methyl-1,3,4,6,11,11a-hexahydropyrazino[1,2-b]isoquinolin-9-yl]piperazin-1-yl]ethyl]carbamate CC(C(N1CCN(CC1)C1=CC=2C[C@@H]3N(CC2C=C1)[C@@H](CN(C3)C3=C1C=CC=NC1=C(C=C3)C#N)C)=O)(C)NC(OC(C)(C)C)=O